6-(1-methyl-3,6-dihydro-2H-pyridin-4-yl)-4-(4-nitrophenoxy)-1,7-naphthyridine CN1CCC(=CC1)C=1C=C2C(=CC=NC2=CN1)OC1=CC=C(C=C1)[N+](=O)[O-]